2-(5-(1-cyclohexyl-2,3-dihydro-1H-benzo[d]pyrrolo[1,2-a]imidazol-7-yl)pyrimidin-2-yl)propan-2-ol C1(CCCCC1)C1CCC=2N1C1=C(N2)C=CC(=C1)C=1C=NC(=NC1)C(C)(C)O